2-(6-(1-((1S,3R,4R,5R)-4-fluoro-1-methyl-8-azabicyclo[3.2.1]octan-3-yl)vinyl)pyridazin-3-yl)-5-(1H-imidazol-1-yl)phenol F[C@@H]1[C@H](C[C@@]2(CC[C@H]1N2)C)C(=C)C2=CC=C(N=N2)C2=C(C=C(C=C2)N2C=NC=C2)O